N8-(6-chloropyridin-3-yl)-N3-((1-methyl-1H-pyrazol-4-yl)methyl)-1,7-naphthyridine-3,8-diamine ClC1=CC=C(C=N1)NC=1N=CC=C2C=C(C=NC12)NCC=1C=NN(C1)C